FC1=CC=C(COCC23CCC(CC2)(N3)[C@@H](O)C3=CC(=CC=C3)F)C=C1 (S)-(4-(((4-Fluorobenzyl)oxy)methyl)-7-azabicyclo[2.2.1]heptan-1-yl)(3-fluorophenyl)methanol